BrC1=CC=C(C=C1)C=CC(C)=O 4-(4-bromophenyl)but-3-en-2-one